OCCC=1C=NC=CC1C#CC1=C2C=C(N=CC2=C(N=C1)NC)NC(=O)C1CC1 N-(5-((3-(2-hydroxyethyl)pyridin-4-yl)ethynyl)-8-(methylamino)-2,7-naphthyridin-3-yl)cyclopropanecarboxamide